COC(=O)CCN(C1=CC=CC=C1)CCC(=O)OC N,N-di(beta-methoxycarbonyl-ethyl)aniline